2-[4-(4-chlorophenyl)-5-(pyridin-4-yl)-1H-imidazol-1-yl]-1-[(1R,4R)-5-methyl-2,5-diazabicyclo[2.2.2]oct-2-yl]ethan-1-one ClC1=CC=C(C=C1)C=1N=CN(C1C1=CC=NC=C1)CC(=O)N1[C@H]2CN([C@@H](C1)CC2)C